BrC1=C(C=C(C=C1)NC(N(C)OC)=O)Cl 3-(4-bromo-3-chlorophenyl)-1-methoxy-1-methylurea